The molecule is an (omega-1)-hydroxy fatty acid ascaroside obtained by formal condensation of the alcoholic hydroxy group of (2E,8R)-8-hydroxynon-2-enoic acid with ascarylopyranose (the alpha anomer). It is a major component of the dauer pheromone, used by the nematode Caenorhabditis elegans as a population-density signal to promote entry into an alternate larval stage, the nonfeeding and highly persistent dauer diapause, and also synergises with ascr#2, ascr#4, and ascr#8 in male attraction. It has a role as a Caenorhabditis elegans metabolite and a pheromone. It is an alpha,beta-unsaturated monocarboxylic acid and an (omega-1)-hydroxy fatty acid ascaroside. It derives from a (2E,8R)-8-hydroxynon-2-enoic acid. It is a conjugate acid of an ascr#3(1-). C[C@H]1[C@@H](C[C@H]([C@@H](O1)O[C@H](C)CCCC/C=C/C(=O)O)O)O